Aniline NC1=CC=CC=C1